N1=C(C=CC=C1C1=C(C=CC=C1)C=1SC=C(C1O)C1=CC=C(C=C1)F)C1=C(C=CC=C1)C=1SC=C(C1O)C1=CC=C(C=C1)F 2,2'-(pyridine-2,6-diylbis(2,1-phenylene))bis(4-(4-fluorophenyl)thiophen-3-ol)